2-(1,5-dimethyl-1H-imidazol-4-yl)-6-fluorobenzaldehyde CN1C=NC(=C1C)C1=C(C=O)C(=CC=C1)F